C(#C)C=1C(=NC=C(C1)N1CCCC1)F 3-ethynyl-2-fluoro-5-(pyrrolidin-1-yl)pyridine